ClC1=C(C=NC=C1)CC(F)(F)F 4-chloro-3-(2,2,2-trifluoroethyl)pyridine